tert-Butyl 4-(5-(difluoromethyl)-1,3,4-oxadiazol-2-yl)piperidine-1-carboxylate FC(C1=NN=C(O1)C1CCN(CC1)C(=O)OC(C)(C)C)F